FC=1C(=CC=2C3=C(NC(C2C1)=O)COC[C@H]3N(C(=O)C3=NOC(=C3)C3=CC=C(C=C3)F)C)F (S)-N-(8,9-Difluoro-6-oxo-1,4,5,6-tetrahydro-2H-pyrano[3,4-c]isoquinolin-1-yl)-5-(4-fluorophenyl)-N-methylisoxazole-3-carboxamide